(3-aminopropyl)oxamide NCCCNC(=O)C(=O)N